N-((S)-(7-((S*)-1-(2-(3,3-Difluorocyclobutyl)acetamido)propyl)imidazo[1,2-b]pyridazin-2-yl)(4,4-difluorocyclohexyl)methyl)-4-methyl-1,2,5-oxadiazole-3-carboxamide FC1(CC(C1)CC(=O)N[C@@H](CC)C1=CC=2N(N=C1)C=C(N2)[C@@H](NC(=O)C2=NON=C2C)C2CCC(CC2)(F)F)F |o1:9|